ClC=1C=C2C=NN(C2=CC1N1CCC(CC1)N1N=CC=C1)C=1C=NN(C1)C1CC1 5-chloro-1-(1-cyclopropyl-1H-pyrazol-4-yl)-6-[4-(1H-pyrazol-1-yl)piperidin-1-yl]-1H-indazole